2-isopropyl-5-methylcyclohexyl 2-((2-methylundec-1-en-1-yl)oxy)propanoate CC(=COC(C(=O)OC1C(CCC(C1)C)C(C)C)C)CCCCCCCCC